C(\C=C\C(=O)[O-])(=O)OC Methyl Fumarate